Cl.BrC=1C=C(C=C(C(=O)NC)C1)[N+](=O)[O-] 5-bromo-N-methyl-3-nitrobenzamide hydrochloride